ClC=1N=C(C2=C(N1)CCN(C2)C)OC2=NC=1C=CC3=C(C1N=C2)C2=C(S3)C(N[C@@H](CN2)C)=O (R)-3-((2-chloro-6-methyl-5,6,7,8-tetrahydropyrido[4,3-d]pyrimidin-4-yl)oxy)-10-methyl-9,10,11,12-tetrahydro-8H-[1,4]diazepino[5',6':4,5]thieno[3,2-f]quinoxalin-8-one